NC(CN1CCC(CC1)C=1C=C2C(=C(N(C2=CC1)C(=O)OCOP(=O)(O)O)C=1C(=C(C=2N(C1)N=CN2)C)C)C(C)C)=O (phosphonooxy)methyl 5-(1-(2-amino-2-oxoethyl)piperidin-4-yl)-2-(7,8-dimethyl-[1,2,4]triazolo[1,5-a]pyridin-6-yl)-3-isopropyl-1H-indole-1-carboxylate